Cl.Cl.NCCOCCOCCOC1CCN(CC1)CC(=O)NC1=NN(CC1)C1=CC(=C(C=C1)Cl)Cl 2-(4-(2-(2-(2-aminoethoxy)ethoxy)ethoxy)piperidin-1-yl)-N-(1-(3,4-dichlorophenyl)-4,5-dihydro-1H-pyrazol-3-yl)acetamide dihydrochloride